4-aminoCyclohexane-1-one NC1CCC(CC1)=O